O.O.O.C(C)(=O)[O-].[Na+] natrium acetate-trihydrate